2,5,8,11,14,17,20,23,26,29,32,35-dodecaoxaheptatriacontan COCCOCCOCCOCCOCCOCCOCCOCCOCCOCCOCCOCC